2-chloro-6-(3-((1-ethylcyclopropyl)methoxy)-1H-pyrazol-1-yl)-nicotinic acid ClC1=C(C(=O)O)C=CC(=N1)N1N=C(C=C1)OCC1(CC1)CC